COC(=O)C1(CC2=C(C(=C(C(=C2C1)C)B1N(C=2C3=C(N1)C=CC=C3C=CC2)CC2=CC=CC=C2)CCOC(C2=CC=C(C=C2)S(N(CCC)CCC)(=O)=O)=O)C)C(=O)OC (R)-dimethyl-5-(1-benzyl-1H-naphtho[1,8-de][1,3,2]diazaborinin-2(3H)-yl)-6-(2-((4-(N,N-dipropylsulfamoyl)benzoyl)oxy)ethyl)-4,7-dimethyl-1,3-dihydro-2H-indene-2,2-dicarboxylate